2-methoxyimino-2-(2-amino-4-thiazolyl)-(Z)-thioacetic acid CO\N=C(/C(=S)O)\C=1N=C(SC1)N